C(C)N(C(O)=O)[C@@H]1CN(CC1)C1CCC(CC1)(C#N)C1=CC(=CC=C1)Cl.C(N)(=O)C=1C=NC=CN1 3-carbamoyl-pyrazine ethyl-{(3S)-1-[4-(3-chlorophenyl)-4-cyanocyclohexyl]pyrrolidin-3-yl}carbamate